(4,4-dimethylcyclohexyl)-4H-pyrrolo[2,3-d]thiazole-5-carboxamide CC1(CCC(CC1)C=1SC2=C(N1)NC(=C2)C(=O)N)C